(3-chloro-2,4-dimethyl-5,7-dihydropyrrolo[3,4-b]pyridin-6-yl)-[(3R)-(4-methyl-3-pyridyl)pyrrolidin-3-yl]methanone ClC=1C(=C2C(=NC1C)CN(C2)C(=O)[C@H]2CN(CC2)C=2C=NC=CC2C)C